6-(Azetidin-1-yl)-N-[2-ethoxy-6-(propan-2-yl)benzene-1-sulfonyl]-4-fluoro-1-benzofuran-2-carboxamide N1(CCC1)C1=CC2=C(C=C(O2)C(=O)NS(=O)(=O)C2=C(C=CC=C2C(C)C)OCC)C(=C1)F